(diphenylphosphino)methyldimethylsilyl-tetramethylcyclopentadienyl-titanium dichloride [Cl-].[Cl-].C1(=CC=CC=C1)P(C1=CC=CC=C1)C[Ti+2](C1C(=C(C(=C1C)C)C)C)[SiH](C)C